ClC=1C=C(C=C(C1)C(C)(C)O)S(=O)(=O)NC(NC1=C2CCCC2=CC=2CCCC12)=O 3-chloro-N-(1,2,3,5,6,7-hexahydros-indacen-4-ylcarbamoyl)-5-(2-hydroxypropan-2-yl)benzenesulfonamide